1-(3-((2R,3S)-3-hydroxypiperidin-2-yl)propyl)-3-methyl-1H-benzo[d]imidazol-2(3H)-one dihydrochloride Cl.Cl.O[C@@H]1[C@H](NCCC1)CCCN1C(N(C2=C1C=CC=C2)C)=O